(2R)-N-[4-[1-(Benzenesulfonyl)pyrrolo[2,3-b]pyridin-4-yl]phenyl]-2-(cyclopropylamino)-4-methyl-pentanamide C1(=CC=CC=C1)S(=O)(=O)N1C=CC=2C1=NC=CC2C2=CC=C(C=C2)NC([C@@H](CC(C)C)NC2CC2)=O